N[C@@H](CO)CC1=C(C2=C(N=C(N=C2NCC=2OC=CC2)Cl)N1C)F (2R)-2-amino-3-(2-chloro-5-fluoro-4-{[(furan-2-yl)methyl]amino}-7-methyl-7H-pyrrolo[2,3-d]pyrimidin-6-yl)propan-1-ol